O1C(OCC1)CCC1CCN(CC1)C(=O)OCC1=CC=CC=C1 Benzyl 4-[2-(1,3-dioxolan-2-yl)ethyl]piperidine-1-carboxylate